C(C)(=O)N[C@H]1[C@H](OC2=CC=C(C=C2)C)O[C@@H]([C@H]([C@@H]1O)O)CO 4-Methylphenyl 2-(acetylamino)-2-deoxy-β-D-glucopyranoside